ClC=1C=C(C=C(C1OCCCCl)Cl)C(C)(C)C1=CC=C(OCC(=O)OC)C=C1 methyl 2-(4-(2-(3,5-dichloro-4-(3-chloropropoxy)phenyl)propan-2-yl) phenoxy)acetate